ClC=1N=CC2=C(N1)C(=C(N=C2Cl)Cl)F 2,5,7-Trichloro-8-fluoropyrido[4,3-d]pyrimidin